C(#C)C=1C=C(C(=O)NC2=CC(=C(C=C2)CNCCN2CCOCC2)C(F)(F)F)C=CC1C 3-ethynyl-4-methyl-N-(4-(((2-morpholinoethyl)amino)methyl)-3-(trifluoromethyl)phenyl)benzamide